2-(2-bromo-4-chlorophenyl)-1,3,4-oxadiazole BrC1=C(C=CC(=C1)Cl)C=1OC=NN1